methyl (2R,3S,5R)-2-((((1R,3R,6S)-6-(5-fluoropyrimidin-2-yl)bicyclo[4.1.0]heptan-3-yl)oxy)methyl)-5-methyl-3-((1-methylethyl)sulfonamido)pyrrolidine-1-carboxylate FC=1C=NC(=NC1)[C@@]12CC[C@H](C[C@H]2C1)OC[C@@H]1N([C@@H](C[C@@H]1NS(=O)(=O)C(C)C)C)C(=O)OC